C(=O)(O)CN(CC(C(=O)O)C(=O)O)CCN(CCN(CCN(CC)CC(=O)O)CC(=O)O)CC(=O)O 3,6,9,12-tetra(carboxymethyl)-3,6,9,12-tetraazatetradecanedicarboxylic acid